Cl[O-].C(CCCC)[N+](CCCCC)(CCCCC)CCCCC tetrapentyl-ammonium hypochlorite